4,7,7-trimethylbicyclo[4.1.0]hept-4-en-3-one CC=1C(CC2C(C2C1)(C)C)=O